C(CCC)N1C(C2=CN=CC=C2C(=C1)C=1C(=C(C=O)C(=CC1)F)F)=O (2-butyl-1-oxo-1,2-dihydro-2,7-naphthyridin-4-yl)-2,6-difluorobenzaldehyde